6-(4-(((tert-butoxycarbonyl) (methyl) amino) methyl)-6-(isopropyl (methyl) amino)-1-oxo-1,3-dihydro-2H-pyrrolo[3,4-c]pyridin-2-yl)-5,6-dihydroimidazo[1,2-a]pyrazine-7(8H)-carboxylate C(C)(C)(C)OC(=O)N(C)CC1=NC(=CC2=C1CN(C2=O)C2N(CC=1N(C2)C=CN1)C(=O)[O-])N(C)C(C)C